2-((4-aminophenyl)thio)-N4-isopropyl-N4,5-dimethyl-N6-(5-methyl-1H-pyrazol-3-yl)pyrimidine-4,6-diamine NC1=CC=C(C=C1)SC1=NC(=C(C(=N1)N(C)C(C)C)C)NC1=NNC(=C1)C